N1=C(N=CC2=C1C=NC(=N2)N)N pyrimido[5,4-d]Pyrimidine-2,6-diamine